trans-2-(4-(4-(3-(4-(8-chloro-5,6-dihydro-11H-benzo[5,6]cyclohepta[1,2-b]pyridin-11-ylidene)piperidin-1-yl)-2-hydroxy-propoxy)phenyl)cyclohexyl)acetic acid ClC=1C=CC2=C(CCC=3C(=NC=CC3)C2=C2CCN(CC2)CC(COC2=CC=C(C=C2)[C@@H]2CC[C@H](CC2)CC(=O)O)O)C1